O1COC2=C1C=CC(=C2)CNC(=O)C=2N(C1=CC=C(C=C1C2)NC(C2=C(C=CC(=C2)CNC(C(C)C)=O)Cl)=O)C N-(benzo[d][1,3]dioxol-5-ylmethyl)-5-(2-chloro-5-(isobutyrylaminomethyl)benzoylamino)-1-methyl-1H-indole-2-carboxamide